2-(1-(4-(cyanomethyl)bicyclo[2.2.2]oct-1-yl)-1,6-dihydroimidazo[4,5-d]pyrrolo[2,3-b]pyridin-2-yl)-N-phenylacetamide C(#N)CC12CCC(CC1)(CC2)N2C(=NC=1C2=C2C(=NC1)NC=C2)CC(=O)NC2=CC=CC=C2